IP(CCC=CCCC(=O)[O-])(C1=CC=CC=C1)(C1=CC=CC=C1)C1=CC=CC=C1 7-[iodo(triphenyl)-λ5-phosphanyl]hept-4-enoate